OC1(CCN(CC1)C)C=1SC2=C(N1)C=C(C=C2)C2=CCC(CN2C(=O)OC(C)(C)C)C tert-butyl 6-(2-(4-hydroxy-1-methylpiperidin-4-yl)benzo[d]thiazol-5-yl)-3-methyl-3,4-dihydropyridine-1(2H)-carboxylate